Ethyl 3-[3-(6-hydroxy-5,5-dimethyl-1-tetrahydropyran-2-yloxy-hexyl)phenyl]-2-methyl-propanoate OCC(CCCC(OC1OCCCC1)C=1C=C(C=CC1)CC(C(=O)OCC)C)(C)C